N-{cyclooctyl-[4-fluoro-5-(1-methylpiperidin-4-yl)-1H-benzoimidazol-2-yl]methyl}-3-methylisoxazole-4-carboxamide C1(CCCCCCC1)C(NC(=O)C=1C(=NOC1)C)C1=NC2=C(N1)C=CC(=C2F)C2CCN(CC2)C